(1S,2S)-2-(naphthalene-2,3-dicarboximido)cyclohexanecarboxylic acid C1=C2C(=CC3=CC=CC=C13)C(N(C2=O)[C@@H]2[C@H](CCCC2)C(=O)O)=O